BrC=1C=NC=C(C1)O 3-bromo-5-hydroxypyridine